tert-butyl (3R,4R)-4-(hydroxymethyl)-3-(((S)-1-phenylethyl)amino)piperidine-1-carboxylate OC[C@H]1[C@H](CN(CC1)C(=O)OC(C)(C)C)N[C@@H](C)C1=CC=CC=C1